C(C1=CC=CC=C1)OC(=O)N1CC(CC1)(C(=O)O)OC 1-((benzyloxy)carbonyl)-3-methoxypyrrolidine-3-carboxylic acid